2-chloro-2',3',5',6'-tetrahydro-5H-spiro[furo[3,4-d]pyrimidin-7,4'-pyran]-5-ol ClC=1N=CC2=C(N1)C1(CCOCC1)OC2O